CC1(CCN(CC1)C=1N=C(C2=C(N1)N=CC=C2)NCC=2C(=NC=CC2)C(F)(F)F)C#N 4-methyl-1-(4-(((2-(trifluoromethyl)pyridin-3-yl)methyl)amino)pyrido[2,3-d]pyrimidin-2-yl)piperidine-4-carbonitrile